1,3-bis(4-fluorobenzoyl)benzene FC1=CC=C(C(=O)C2=CC(=CC=C2)C(C2=CC=C(C=C2)F)=O)C=C1